2-methoxy-4-isobutoxyaniline COC1=C(N)C=CC(=C1)OCC(C)C